5-(2-fluoro-6-methoxyphenyl)-6-isocyano-1-((2-(trimethylsilyl)ethoxy)methyl)-1H-indazole FC1=C(C(=CC=C1)OC)C=1C=C2C=NN(C2=CC1[N+]#[C-])COCC[Si](C)(C)C